4-(1,4-diazepan-1-yl)-2-(2,6-dioxopiperidin-3-yl)isoindoline-1,3-dione N1(CCNCCC1)C1=C2C(N(C(C2=CC=C1)=O)C1C(NC(CC1)=O)=O)=O